ClC1=CC=C(C(=N1)OC1CCC2(CN(C2)C(=O)OC(C)(C)C)CC1)C(F)F tert-butyl 7-((6-chloro-3-(difluoromethyl)pyridin-2-yl)oxy)-2-azaspiro[3.5]nonane-2-carboxylate